1-(7-(2-(1H-tetrazol-5-yl)phenyl)-5-phenyl-2,3,4,5-tetrahydrobenzo[b]oxepin-9-yl)-3-(4-methylthiazol-2-yl)urea N1N=NN=C1C1=C(C=CC=C1)C1=CC2=C(OCCCC2C2=CC=CC=C2)C(=C1)NC(=O)NC=1SC=C(N1)C